4-methoxy-5-methyl-1-(tetrahydro-2H-pyran-2-yl)-1H-pyrazole-3-carboxylic acid COC=1C(=NN(C1C)C1OCCCC1)C(=O)O